FC1=CC=C(C=C1)N1N=C(C2=CC=CC=C2C1=O)C=1C=C(C=CC1)C1(CC1)S(=O)(=O)N (3-(3-(4-fluorophenyl)-4-oxo-3,4-dihydro-phthalazin-1-yl)phenyl)cyclopropanesulfonamide